C(CCCCC)(=O)N[C@@H](CC1=CC=CC=C1)C(=O)O N-hexanoyl-Phenylalanine